FC(OC=1C=C2C=C(N(C2=CC1O)S(=O)(=O)C1=CC=CC=C1)CNC(=O)C1(CC1)C)F N-((5-(difluoromethoxy)-6-hydroxy-1-(phenylsulfonyl)-1H-indol-2-yl)methyl)-1-methylcyclopropane-1-carboxamide